2-fluoro-6-(4-fluoro-2-methylphenoxy)-N-(4-fluoro-3-(N-methoxycarbamoyl)phenyl)-3-(trifluoromethyl)benzamide FC1=C(C(=O)NC2=CC(=C(C=C2)F)C(NOC)=O)C(=CC=C1C(F)(F)F)OC1=C(C=C(C=C1)F)C